thio-β-glucose S[C@H]1[C@H](O)[C@@H](O)[C@H](O)[C@H](O1)CO